ClC=1C(=CC=2N(N1)C=NN2)C(F)(F)F 6-Chloro-7-(trifluoromethyl)-[1,2,4]triazolo[4,3-b]pyridazine